FC([C@H]1N(C(SC1)=O)C=1N=C2N(CCOC3=C2C=CC(=C3)N[C@H](C(=O)N)C)C1)F (S)-2-((2-((R)-4-(difluoromethyl)-2-oxothiazolidin-3-yl)-5,6-dihydrobenzo[f]imidazo[1,2-d][1,4]oxazepin-9-yl)amino)propionamide